(3'R,7a'S)-3'-phenyldihydro-1'H,3'H,5'H-spiro[cyclopentane-1,6'-pyrrolo[1,2-c]oxazol]-5'-one C1(=CC=CC=C1)[C@H]1OC[C@H]2N1C(C1(C2)CCCC1)=O